tert-butyl (S)-piperidin-2-ylcarbamate N1[C@H](CCCC1)NC(OC(C)(C)C)=O